Methyl 4-(2-((tert-butyldimethylsilyl)oxy)ethyl)thiophene-2-carboxylate [Si](C)(C)(C(C)(C)C)OCCC=1C=C(SC1)C(=O)OC